CC1=NNC(=C1)C(=O)N 3-methyl-1H-pyrazole-5-carboxamide